FC=1C=C(C=CC1OCC(F)(F)F)CN (3-fluoro-4-(2,2,2-trifluoroethoxy)phenyl)methylamine